COC(CC1=CC=C(OC=2C=C(C(=O)O)C=CC2)C=C1)=O 3-(4-(2-methoxy-2-oxoethyl)phenoxy)benzoic acid